rac-N-[5-[5-[(4,4-difluoro-1-hydroxy-cyclohexyl)methoxy]-2-methyl-4-pyridyl]pyrazolo[1,5-a]pyridin-2-yl]cyclopropanecarboxamide FC1(CCC(CC1)(O)COC=1C(=CC(=NC1)C)C1=CC=2N(C=C1)N=C(C2)NC(=O)C2CC2)F